C(C1=CC=CC=C1)OC=1C=CC2=C(C(=C(O2)C)C(=O)NC2(CCOCC2)C(=O)O)C1 4-(5-(benzyloxy)-2-methylbenzofuran-3-carboxamido)tetrahydro-2H-pyran-4-carboxylic acid